(S)-1-(5-(3-fluoropyridin-4-yl)-1H-pyrrole-2-carbonyl)-N-(3,4,5-trifluorophenyl)pyrrolidine-3-carboxamide iron-cerium-vanadium [V].[Ce].[Fe].FC=1C=NC=CC1C1=CC=C(N1)C(=O)N1C[C@H](CC1)C(=O)NC1=CC(=C(C(=C1)F)F)F